ClC=1C=C(C=CC1F)NC(N(CCCO)C(C)C1=CNC(C2=C(C=C(C=C12)F)F)=O)=O 3-(3-Chloro-4-fluorophenyl)-1-(1-(6,8-difluoro-1-oxo-1,2-dihydroisoquinolin-4-yl)ethyl)-1-(3-hydroxypropyl)urea